Tetrakis[(4-pentenoyloxy)phenyl]porphyrin C(CCC=C)(=O)OC1=C(C=CC=C1)C1=C2C=CC(C(=C3C=CC(=C(C=4C=CC(=C(C5=CC=C1N5)C5=C(C=CC=C5)OC(CCC=C)=O)N4)C4=C(C=CC=C4)OC(CCC=C)=O)N3)C3=C(C=CC=C3)OC(CCC=C)=O)=N2